dimethyl-8-[4-(morpholin-4-yl)piperidin-1-yl]-11-oxo-6,11-dihydro-5H-benzo[b]carbazole-3-carbonitrile hydrochloride Cl.CC1(C2=C(C(C=3C4=CC=C(C=C4NC13)C#N)=O)C=CC(=C2)N2CCC(CC2)N2CCOCC2)C